ClC=1SC=C(C1NC(=O)C1=CN=C(S1)NC1=NC(=NC(=C1)N1CC(N(CC1)C)C)C)C(F)F N-(2-chloro-4-(difluoromethyl)thiophen-3-yl)-2-((6-(3,4-dimethylpiperazin-1-yl)-2-methyl-pyrimidin-4-yl)amino)thiazole-5-carboxamide